5-[4-[5-(difluoromethyl)-1-(2-methoxyethyl)pyrazol-4-yl]-2,3-difluoro-phenyl]-1-methyl-imidazole-2-carboxamide FC(C1=C(C=NN1CCOC)C1=C(C(=C(C=C1)C1=CN=C(N1C)C(=O)N)F)F)F